3-[benzyl (methyl) amino]-2-cyanoacrylate C(C1=CC=CC=C1)N(C=C(C(=O)[O-])C#N)C